3-methyl-2-butenyl-magnesium bromide CC(=CC[Mg]Br)C